(7S)-9-(2,6-difluorophenyl)-3,7-dimethyl-13-(trifluoromethyl)-16-thia-2,4,5,8-tetraazatetracyclo[8.6.0.02,6.011,15]Hexadeca-1(10),3,5,8,11(15)-pentaene FC1=C(C(=CC=C1)F)C1=N[C@H](C2=NN=C(N2C=2SC=3CC(CC3C12)C(F)(F)F)C)C